7-(3,5-dimethyl-1,2-oxazol-4-yl)-N-[(2S)-1-piperazin-1-ylpropan-2-yl]thieno[3,2-d]pyrimidin-4-amine hydrochloride Cl.CC1=NOC(=C1C1=CSC2=C1N=CN=C2N[C@H](CN2CCNCC2)C)C